(3-cyanopyrrolo[1,2-b]pyridazin-7-yl)-N-((R)-2-fluoro-3-hydroxy-3-methylbutyl)-4-(((1R,4R)-4-(1-methyl-1H-pyrazol-4-yl)cyclohexyl)amino)nicotinamide C(#N)C1=CC=2N(N=C1)C(=CC2)C2=C(C(=O)NC[C@H](C(C)(C)O)F)C(=CC=N2)NC2CCC(CC2)C=2C=NN(C2)C